C([C@@H]([C@@H](CS(=O)(=O)O)O)O)C(=O)C(=O)O The molecule is a carbohydrate sulfonate that is 3-deoxy-D-erythro-hex-2-ulosonic acid in which the hydroxy group at position 6 is replaced by a sulfo group. It has a role as a bacterial xenobiotic metabolite. It is a carbohydrate acid derivative and a carbohydrate sulfonate. It is a conjugate acid of a 2-dehydro-3,6-dideoxy-6-sulfo-D-gluconate(2-).